ClC1=C(C=NC2=CC=CC=C12)C1=CC=C(CC=2CCN(CC2)C(=O)[C@@H]2OCCC2)C=C1 (R)-(4-(4-(4-chloroquinolin-3-yl)benzyl)-3,6-dihydropyridin-1(2H)-yl)(tetrahydro-furan-2-yl)methanone